C(CCCCC)OC1=C(C=CC(=C1)OCCCCCC)C1=CC=C(C=C1)N(C1=CC=C(C=C1)C1=CC2=C(S1)C=1SC(=CC1C2(CCCCCC)CCCCCC)C=C(C(=O)O)C#N)C2=CC=C(C=C2)C2=C(C=C(C=C2)OCCCCCC)OCCCCCC 3-{6-{4-[bis(2',4'-dihexyloxybiphenyl-4-yl)amino]phenyl}-4,4-dihexyl-cyclopenta-[2,1-b:3,4-b']dithiophene-2-yl}-2-cyanoacrylic acid